3,4-dihydroxy-N'-methylbenzoyl-hydrazine OC=1C=C(C(=O)NNC)C=CC1O